CC1(N2C(COC1)=NC(=C2)NC(C2=CC(=C(C=C2)C)C#CC=2C=NC=CC2)=O)C N-(5,5-dimethyl-6,8-dihydroimidazo[2,1-c][1,4]oxazin-2-yl)-4-methyl-3-[2-(3-pyridyl)ethynyl]benzamide